2-[(3-HYDROXYPHENYL)AMINO]PYRIMIDIN OC=1C=C(C=CC1)NC1=NC=CC=N1